3-((R)-1-((7-((1R,4R)-2-oxa-5-azabicyclo[2.2.1]heptan-5-yl)-4-methylphthalazin-1-yl)amino)ethyl)-2-(trifluoromethyl)benzonitrile Hydrochloride salt Cl.[C@H]12OC[C@H](N(C1)C1=CC=C3C(=NN=C(C3=C1)N[C@H](C)C=1C(=C(C#N)C=CC1)C(F)(F)F)C)C2